C(C)(C)(C)OCC1CN2C(SC1)=NC(=C(C2=O)C#N)C=2C=NC(=C(C2)F)C(C)(C)C 3-[(tert-butoxy)methyl]-8-(6-tert-butyl-5-fluoropyridin-3-yl)-6-oxo-2H,3H,4H,6H-pyrimido[2,1-b][1,3]thiazine-7-carbonitrile